2-Hydroxy-2-methyl-N-[1,2,3,4-tetrahydro-2-[2-(3-pyridinyloxy)acetyl]-6-isoquinolinyl]-1-propanesulfonamide OC(CS(=O)(=O)NC=1C=C2CCN(CC2=CC1)C(COC=1C=NC=CC1)=O)(C)C